Tert-butyl (cis-3-((5-amino-1-tosyl-1H-pyrrolo[2,3-b]pyridin-4-yl)amino)cyclobutyl)carbamate NC=1C(=C2C(=NC1)N(C=C2)S(=O)(=O)C2=CC=C(C)C=C2)N[C@H]2C[C@H](C2)NC(OC(C)(C)C)=O